tert-butyl 4-formyl-5-trideuteromethoxy-7-methyl-1H-indole-1-carboxylate C(=O)C1=C2C=CN(C2=C(C=C1OC([2H])([2H])[2H])C)C(=O)OC(C)(C)C